CON(C(C(C(C)C)NC(OC(C)(C)C)=O)=O)C tert-butyl (1-(methoxy(methyl)amino)-3-methyl-1-oxobutan-2-yl)carbamate